tert-butyl cis-3-methyl-1-((4-(trifluoromethyl)-2H-1,2,3-triazol-2-yl)methyl)-6-azabicyclo[3.1.1]heptane-6-carboxylate CC1CC2(N(C(C1)C2)C(=O)OC(C)(C)C)CN2N=CC(=N2)C(F)(F)F